ethyl 2-(2-((5-(2-((1,1-dimethylethylsulfinamido)methyl)pyridin-4-yl)benzofuran-3-yl)methoxy)-4-methoxyphenyl)acetate CC(C)(S(=O)NCC1=NC=CC(=C1)C=1C=CC2=C(C(=CO2)COC2=C(C=CC(=C2)OC)CC(=O)OCC)C1)C